N-(4-fluoro-3-methoxy-phenyl)-3-[6-[(2-methoxyacetyl)amino]-3-pyridyl]-N-methyl-imidazo[1,2-a]pyridine-6-carboxamide FC1=C(C=C(C=C1)N(C(=O)C=1C=CC=2N(C1)C(=CN2)C=2C=NC(=CC2)NC(COC)=O)C)OC